2,5,8,11-Tetraoxatridecan-13-yl 4-[(2-amino-4-{[(2S)-1-hydroxypentan-2-yl] amino}-6-methylpyrimidin-5-yl) methyl]-3-methoxybenzoate NC1=NC(=C(C(=N1)N[C@H](CO)CCC)CC1=C(C=C(C(=O)OCCOCCOCCOCCOC)C=C1)OC)C